Z-ferulic acid C(\C=C/C1=CC(OC)=C(O)C=C1)(=O)O